aminobenzo[d][1,3]dioxole NC1OC2=C(O1)C=CC=C2